(1-cyclopropyl-7-(difluoromethoxy)-1H-indazol-3-yl)-4-fluorobenzamide C1(CC1)N1N=C(C2=CC=CC(=C12)OC(F)F)C1=C(C(=O)N)C=CC(=C1)F